2-(4-(1-(2,6-dioxopiperidin-3-yl)-3-methyl-1H-indazol-4-yl)piperidin-1-yl)acetic acid O=C1NC(CCC1N1N=C(C2=C(C=CC=C12)C1CCN(CC1)CC(=O)O)C)=O